C(C)OC1=CC=C(C(=O)C2=CC=C(C=C2)C)C=C1 4-ethoxy-4'-methylbenzophenone